CN(C=1C=C2C(=CC=NC2=CC1)NC=1C=CC(=NC1)C(=O)NC1=NC=C(C=C1)NC1=CC=CC=C1)C 5-((6-(dimethylamino)quinolin-4-yl)amino)-N-(5-(phenylamino)pyridin-2-yl)pyridine-2-carboxamide